CN(C)CC1=CC=C(S1)C(=O)NCC1=NC(=NO1)C=1N(C2=CC=CC(=C2C1)N[C@H]1[C@H](CN(CC1)C)F)CC(F)(F)F 5-[(dimethylamino)methyl]-N-{[3-(4-{[(3S,4R)-3-fluoro-1-methylpiperidin-4-yl]amino}-1-(2,2,2-trifluoroethyl)-1H-indol-2-yl)-1,2,4-oxadiazol-5-yl]methyl}thiophene-2-carboxamide